C[C@H]1N(CCN(C1)C)[C@@H](C(=O)NC=1C=CC=C2C(=CNC12)C1=NC(=NC=C1F)NC1=C(C(=CC=C1)S(=O)(=O)C)F)CC (R)-2-((R)-2,4-dimethylpiperazin-1-yl)-N-(3-(5-fluoro-2-((2-fluoro-3-(methylsulfonyl)phenyl)amino)pyrimidin-4-yl)-1H-indol-7-yl)butanamide